3-acryloxymethyl-oxirane C(C=C)(=O)OCC1CO1